(R)-1-(5-chloro-3-methylpyridin-2-yl)-4-(4-fluoro-3-methylbenzyl)-3-(oxetan-3-yl)piperazine-2,5-dione ClC=1C=C(C(=NC1)N1C([C@H](N(C(C1)=O)CC1=CC(=C(C=C1)F)C)C1COC1)=O)C